[C].[Cr].[Fe] iron chromium carbon